3,4,5,6-tetrachloro-o-benzoquinone ClC=1C(C(C(=C(C1Cl)Cl)Cl)=O)=O